[2-(methacryloyloxy)ethyl]benzyldiethylammonium rel-tert-butyl-((1R,3R)-3-((5-methylpyrazin-2-yl)amino)cyclopentyl)carbamate C(C)(C)(C)N(C([O-])=O)[C@H]1C[C@@H](CC1)NC1=NC=C(N=C1)C.C(C(=C)C)(=O)OCC[N+](CC)(CC)CC1=CC=CC=C1 |o1:8,10|